CC1=CC=NC=C1C#CC1=C(C=CC=C1)NS(=O)(=O)C=1C=CC=C2C=CC=NC12 4-Methyl-5-{2-[2-(chinolin-8-sulfonamido)phenyl]ethynyl}pyridin